OC(C)C1=CC(=NN1)C(=O)N1CC2(CN(C2)C(C(C)(C)C)=O)C1 1-(6-(5-(1-Hydroxyethyl)-1H-pyrazole-3-carbonyl)-2,6-diazaspiro[3.3]heptan-2-yl)-2,2-dimethylpropan-1-one